1-(difluoromethyl)-4-nitro-2-(pentyloxy)benzene FC(C1=C(C=C(C=C1)[N+](=O)[O-])OCCCCC)F